NCCCCCNC([C@H](COC)N1C(C=CC1=O)=O)=O (S)-N-(5-aminopentyl)-2-(2,5-dioxo-2,5-dihydro-1H-pyrrol-1-yl)-3-methoxypropanamide